C(CCCCCCC)C1(COC(OC1)C(C(=O)O)C)CCCCCCCC (5,5-dioctyl-1,3-dioxan-2-yl)propionic acid